(3,5-Bis((E)-3,4-difluorobenzylidene)-4-oxocyclohexyl)-4-(2-((2-methoxyethyl)amino)ethoxy)-benzamide FC=1C=C(\C=C\2/CC(C\C(\C2=O)=C/C2=CC(=C(C=C2)F)F)C2=C(C(=O)N)C=CC(=C2)OCCNCCOC)C=CC1F